Ethyl 6-(3-((6-cyano-5-(trifluoromethyl)pyridin-3-yl)amino)-2-hydroxy-2-methyl-3-oxopropionamido)picolinate C(#N)C1=C(C=C(C=N1)NC(C(C(=O)NC1=CC=CC(=N1)C(=O)OCC)(C)O)=O)C(F)(F)F